1-(3-(4-(((R)-1-(2-methyl-3-(trifluoromethyl)phenyl)ethyl)amino)quinolin-6-yl)-3,6-diazabicyclo[3.1.1]heptan-6-yl)ethan-1-one CC1=C(C=CC=C1C(F)(F)F)[C@@H](C)NC1=CC=NC2=CC=C(C=C12)N1CC2N(C(C1)C2)C(C)=O